3-((1-ethyl-4,6-difluoro-2-methyl-1H-benzo[d]imidazol-5-yl)ethynyl)-1-((3S,5R)-5-(methoxymethyl)pyrrolidin-3-yl)-1H-pyrazolo[3,4-d]pyrimidin-4-amine 2,2,2-trifluoroacetate FC(C(=O)O)(F)F.C(C)N1C(=NC2=C1C=C(C(=C2F)C#CC2=NN(C1=NC=NC(=C12)N)[C@@H]1CN[C@H](C1)COC)F)C